ONC(\C=C\CCCCC)=O (E)-N-hydroxyoct-2-enamide